9-(2-amino-6-chloropyrimidin-4-yl)-1-(3,4-difluorophenyl)-1,9-diazaspiro[5.5]undecane-2-one NC1=NC(=CC(=N1)N1CCC2(CCCC(N2C2=CC(=C(C=C2)F)F)=O)CC1)Cl